[3-[3-(2,3-dichlorophenyl)-1H-pyrazolo[3,4-b]pyrazin-6-yl]-7-thiophen-3-yl-3-azabicyclo[4.1.0]heptan-7-yl]methanamine ClC1=C(C=CC=C1Cl)C1=NNC2=NC(=CN=C21)N2CC1C(C1CC2)(C2=CSC=C2)CN